CC=1C(=C(N(C1)/N=C/CC#N)C(=O)OC1CC(CC1)C=1C=C2C(=NC1)N(C(=C2)I)COCC[Si](C)(C)C)Br 3-(2-iodo-1-((2-(trimethylsilyl)ethoxy)methyl)-1H-pyrrolo[2,3-b]pyridin-5-yl)cyclopentan-1-ol Methyl-(E)-3-bromo-1-((2-cyanoethylidene)amino)-1H-pyrrole-2-carboxylate